3-(3,4-dihydroxyphenyl)thiourea OC=1C=C(C=CC1O)NC(N)=S